5-[2-(cyclopropylmethoxy)-5-methylsulfonylphenyl]-1-(cyclopropylmethyl)-3-methylpyridin-2-one C1(CC1)COC1=C(C=C(C=C1)S(=O)(=O)C)C=1C=C(C(N(C1)CC1CC1)=O)C